BrCC(=O)C1=NN(C=N1)COCC[Si](C)(C)C 2-bromo-1-(1-((2-(trimethylsilyl)ethoxy)methyl)-1H-1,2,4-triazol-3-yl)ethan-1-one